Tert-butyl 2-Chloro-7-(methoxy(methyl)carbamoyl)-7,8-dihydro-1,6-naphthyridine-6(5H)-carboxylate ClC1=NC=2CC(N(CC2C=C1)C(=O)OC(C)(C)C)C(N(C)OC)=O